N,N-bis(4-methoxybenzyl)-1-(pyridin-3-ylmethyl)azetidine-3-sulfonamide COC1=CC=C(CN(S(=O)(=O)C2CN(C2)CC=2C=NC=CC2)CC2=CC=C(C=C2)OC)C=C1